BrCCCCCCOC1=C(C(=CC=C1)OCCCCCCBr)C=1SC(=CC1)Br 2-(2,6-bis((6-bromohexyl)oxy)phenyl)-5-bromothiophene